((S)-1-(4-fluorophenyl)-3,4-dihydro-isoquinolin-2(1H)-yl)((2R,4S,5S)-5-hydroxy-4-(methylamino)tetrahydro-2H-pyran-2-yl)methanone FC1=CC=C(C=C1)[C@@H]1N(CCC2=CC=CC=C12)C(=O)[C@@H]1OC[C@H]([C@H](C1)NC)O